2-(aminomethyl)octane-1,8-diamine NCC(CN)CCCCCCN